5-{(3'R)-1'-[1-(1H-imidazol-2-yl)(1-2H)propyl]-6,7-dihydrospiro[pyrazolo[5,1-c][1,4]oxazine-4,3'-pyrrolidin]-2-yl}-3-(trifluoromethyl)pyridin-2-amine N1C(=NC=C1)C(CC)([2H])N1C[C@@]2(CC1)OCCN1C2=CC(=N1)C=1C=C(C(=NC1)N)C(F)(F)F